4-(5,7-Dimethyl-6-(3-morpholinophenyl)-1-oxo-1H-pyrrolo[3,4-d]pyridazin-2(6H)-yl)benzenesulfonamide CC=1N(C(=C2C(N(N=CC21)C2=CC=C(C=C2)S(=O)(=O)N)=O)C)C2=CC(=CC=C2)N2CCOCC2